FC(F)F.[Li].[Li] dilithium (trifluoromethane)